[1,8]naphthyridin-4-amine N1=CC=C(C2=CC=CN=C12)N